OC=1C=C(C=CC1)C1C(=C(NC=2CC(CC(C12)=O)C1=C(C=CC=C1)OC)C)C(=O)OC1COCC1 tetrahydrofuran-3-yl 4-(3-hydroxyphenyl)-7-(2-methoxyphenyl)-2-methyl-5-oxo-1,4,5,6,7,8-hexahydroquinoline-3-carboxylate